C(C)(C)[C@]1(C(NC(N1)=O)=O)C1=CC=C(C=C1)C(=O)N1CCC(CC1)C(C1=CC=C(C=C1)C)=O (R)-5-isopropyl-5-{4-[4-(4-methylbenzoyl)piperidine-1-carbonyl]phenyl}imidazolidine-2,4-dione